O1C(=NC2=C1C=CC=C2)CSC2=NN(C=1N=CNC(C12)=O)C1CCC(CC1)(F)F ((benzo[d]oxazol-2-ylmethyl)thio)-1-(4,4-difluorocyclohexyl)-1,5-dihydro-4H-pyrazolo[3,4-d]pyrimidin-4-one